C(C)N(CCCOC(=O)OC(C(=O)OC(C)C)CCCCCCCCCCCC)CC 2-((2-(((3-(diethylamino)propoxy)carbonyl)oxy)tetradecanoyl)oxy)propane